N-(quinolin-8-yl)benzamide-2,6-d N1=CC=CC2=CC=CC(=C12)NC(C=1C(=CC=CC1[2H])[2H])=O